FC1(CN(C1)C([C@@H](C)NC1=NC=CC(=N1)C1=CC=CC(=N1)C1=NOC(=C1)[C@]1(C(N(CC1)C)=O)O)=O)F (R)-3-(3-(6-(2-(((R)-1-(3,3-Difluoroazetidin-1-yl)-1-oxopropan-2-yl)amino)pyrimidin-4-yl)pyridin-2-yl)isoxazol-5-yl)-3-hydroxy-1-methylpyrrolidin-2-one